N-[1-(cyanomethyl)-3-[5-cyclopropylsulfonyl-2-(difluoromethoxy)phenyl]pyrazol-4-yl]pyrazolo[1,5-a]pyrimidine-3-carboxamide C(#N)CN1N=C(C(=C1)NC(=O)C=1C=NN2C1N=CC=C2)C2=C(C=CC(=C2)S(=O)(=O)C2CC2)OC(F)F